OCCNC1=CC(=NC=N1)NC1=CC(=C2C(=[N+]1[O-])C1(NC2=O)CCCCC1)C 2'-((6-((2-hydroxyethyl)amino)pyrimidin-4-yl)amino)-4'-methyl-5'-oxo-5',6'-dihydrospiro[cyclohexane-1,7'-pyrrolo[3,4-b]pyridine] 1'-oxide